C[Si](N([Si](C)(C)C)CCCCCCCCCCCCCCCCCC)(C)C N,N-bis(trimethylsilyl)octadecylamine